6-chloro-N,N-dimethyl-4-(1H-pyrazol-1-yl)pyridazin-3-amine ClC1=CC(=C(N=N1)N(C)C)N1N=CC=C1